aminopentene CCCC=CN